pyridine-4,6-diol N1=CC=C(C=C1O)O